CC1=CC=C(CN2C([C@@H](CC2)N2CCC(CC2)C=2C=C3CC(NC3=CC2)=O)=O)C=C1 (R)-5-(1-(1-(4-methylbenzyl)-2-oxopyrrolidin-3-yl)piperidin-4-yl)indolin-2-one